3-ethylpentane-1,5-diol C(C)C(CCO)CCO